ClC=1C(=NC(=NC1)NC1CCOCC1)C1=CC=C2CN(C(C2=C1)=O)CC(=O)NC(CO)C=1C=2N(C=CC1)C=CN2 2-(6-{5-chloro-2-[(oxan-4-yl)amino]pyrimidin-4-yl}-1-oxo-2,3-dihydro-1H-isoindol-2-yl)-N-(2-hydroxy-1-{imidazo[1,2-a]pyridin-8-yl}ethyl)acetamide